FC(C1=CC=CC(=N1)N1C2CN(C(C1)CC2)C(=O)C2(CCCC2)OC2=CC=C(C#N)C=C2)(F)F 4-((1-(5-(6-(trifluoromethyl)pyridin-2-yl)-2,5-diazabicyclo[2.2.2]octane-2-carbonyl)cyclopentyl)oxy)benzonitrile